COC=1C=CC=2C3=C(C=NC2N1)C=CN3CC3=CC=C(C=C3)S(=O)(=O)N 4-((7-Methoxy-1H-pyrrolo[3,2-c][1,8]naphthyridin-1-yl)methyl)benzenesulfonamide